3-bromo-6,7-dihydrospiro[cyclopenta[d]pyrazolo[1,5-a]pyrimidine-5,1'-cyclopentane] BrC=1C=NN2C1N=C1C(=C2)CCC12CCCC2